(S)-2-amino-2-cycloheptyl-N-(5-(1,3,4-trimethyl-1H-pyrazol-5-yl)pyridin-2-yl)acetamide N[C@H](C(=O)NC1=NC=C(C=C1)C1=C(C(=NN1C)C)C)C1CCCCCC1